3-amino-6-[2-(2-aminopyridin-3-yl)-5-(pyrazol-1-yl)imidazo[4,5-b]pyridin-3-yl]-2,3-dihydro-1H-inden-1-ol NC1CC(C2=CC(=CC=C12)N1C(=NC=2C1=NC(=CC2)N2N=CC=C2)C=2C(=NC=CC2)N)O